5-bromo-2-(3-(pyrrolidin-1-yl)phenyl)thiazole BrC1=CN=C(S1)C1=CC(=CC=C1)N1CCCC1